N1(N=CC=C1)C1=C(C=C(C=C1)NC(=O)C=1C=NN(C1C(F)(F)F)C=1C=2C3=C(C(NC3=CC1)=C=O)C=CC2)C(F)(F)F N-(4-(1H-pyrazol-1-yl)-3-(trifluoromethyl)phenyl)-1-(2-carbonyl-1,2-dihydrobenzo[cd]indole-6-yl)-5-(trifluoromethyl)-1H-pyrazole-4-carboxamide